camphenyl-chloroborane C12(C(C)(C)C(=C)C(CC1)C2)BCl